5-methyl-indole-6-carboxylic acid CC=1C=C2C=CNC2=CC1C(=O)O